Decane-1-carboxylic acid tert-butyl ester C(C)(C)(C)OC(=O)CCCCCCCCCC